COC=1C=C(CN2N=CC3=C(C2=O)N(C2=C3SC(=N2)C)C)C=CC1 6-(3-methoxybenzyl)-2,4-dimethyl-4H-thiazolo[5',4':4,5]Pyrrolo[2,3-d]Pyridazin-5(6H)-one